ON1[C@@H](CCC1)C(=O)O (4R)-hydroxy-L-proline